ClC[C@H]1OC(OC1)=S (S)-4-(chloromethyl)-1,3-dioxolane-2-thione